N-(2-(hydroxymethyl)-2-methylcyclopentyl)-3-(1H-imidazol-1-yl)benzamide OCC1(C(CCC1)NC(C1=CC(=CC=C1)N1C=NC=C1)=O)C